C12(CC3CC(CC(C1)C3)C2)CC(=O)NN2C(C3=CC=CC=C3C(=N2)C2CC2)=O 2-(1-adamantyl)-N-(4-cyclopropyl-1-oxophthalazin-2(1H)-yl)acetamide